N-((S)-(5-((E)-(((S)-tert-Butylsulfinyl)imino)methyl)-1H-benzo[d]imidazol-2-yl)(4,4-difluorocyclohexyl)methyl)-1-methyl-1H-pyrazole-5-carboxamide C(C)(C)(C)[S@](=O)\N=C\C1=CC2=C(NC(=N2)[C@@H](NC(=O)C2=CC=NN2C)C2CCC(CC2)(F)F)C=C1